(2-bromo-ethoxy)-tert-butyl-dimethyl-silane BrCCO[Si](C)(C)C(C)(C)C